C(C)(C)(C)OC(=O)N1[C@H](CN(CC1)C[B-](F)(F)F)C(C)C (S)-((4-(tert-butoxycarbonyl)-3-isopropylpiperazin-1-yl)methyl)trifluoroborate